CC1=C(C(C(=O)[O-])=CC=C1)O.[Cu+2].CC1=C(C(C(=O)[O-])=CC=C1)O copper (3-methylsalicylate)